2-fluoro[1,1'-biphenyl]-4-methanol FC1=C(C=CC(=C1)CO)C1=CC=CC=C1